BrC1=CC=C(C=C1)CNC(C1=CC=CC=C1)=O N-(1-(4-bromophenyl)methyl)benzamide